1-Dodecyl-3-Methylpiperidinium cyanid [C-]#N.C(CCCCCCCCCCC)[NH+]1CC(CCC1)C